FC(CN1C(=NC=2C1=NC(=CC2)C=2C=CN1N=C(N=CC12)NC1CCC2(COC2)CC1)C)F 5-(3-(2,2-Difluoroethyl)-2-methyl-3H-imidazo[4,5-b]pyridin-5-yl)-N-(2-oxaspiro[3.5]non-7-yl)pyrrolo[2,1-f][1,2,4]triazin-2-amine